ClCC(=O)N1C2=C(CCCC1)C=CC=C2 2-chloro-1-(2,3,4,5-tetrahydro-1H-benzo[b]azepin-1-yl)ethan-1-one